[(1R)-1-phenylethyl] N-[3-methyl-5-(4-piperidyl) isoxazol-4-yl]carbamate CC1=NOC(=C1NC(O[C@H](C)C1=CC=CC=C1)=O)C1CCNCC1